2-(difluoromethoxy)-4-bromophenylamine FC(OC1=C(C=CC(=C1)Br)N)F